6a,7,9,10-tetrahydropyrazino[1,2-d]pyrido[3,2-b][1,4]oxazine-8(6H)-carboxylic acid tert-butyl ester C(C)(C)(C)OC(=O)N1CC2N(C3=C(OC2)C=CC=N3)CC1